NC1=CC=C(C=C1)[Si](OC)(OC)C1=CC=CC=C1 p-aminophenylphenyldimethoxysilane